6-(6-ethynyl-5-fluoro-4-methylpyridin-3-yl)-5-{2-fluoro-4-[(4-methylpyrimidin-2-yl)oxy]phenyl}-7-methyl-7H-pyrrolo[2,3-d]pyrimidin-4-amine C(#C)C1=C(C(=C(C=N1)C1=C(C2=C(N=CN=C2N)N1C)C1=C(C=C(C=C1)OC1=NC=CC(=N1)C)F)C)F